2-(benzyloxy)-5-bromo-4-iodobenzaldehyde C(C1=CC=CC=C1)OC1=C(C=O)C=C(C(=C1)I)Br